C(C1=CC=CC=C1)(=O)O[C@H](C(=O)N[C@@H](COC(C1=CC=CC=C1)=O)C1=C(C(=CC(=C1)F)Cl)CO)C(C)C (S)-1-((R)-2-(benzoyloxy)-1-(3-chloro-5-fluoro-2-(hydroxymethyl) phenyl) ethylamino)-3-methyl-1-oxobutan-2-yl benzoate